Cl.C(C1=CC=CC=C1)OC1=NC(=CC=C1C1=NN(C2=C(C=CC=C12)C=1CCNCC1)C)OCC1=CC=CC=C1 3-(2,6-bis(benzyloxy)pyridin-3-yl)-1-methyl-7-(1,2,3,6-tetrahydropyridin-4-yl)-1H-indazole Hydrochloride